C(C)(C)(C)C1=CCN(C=C1)CCCS(=O)(=O)O 3-(4-tert-butyl-1-pyridyl)-1-propanesulfonic acid